S1C(=NC2=C1C=CC=C2)NC(=O)C=2C=CC=C1CCN(CC21)C2=CC=C(C(=N2)C(=O)OC(C)(C)C)C=2C(=C(OCCCN1CCC(CC1)CC(=O)O)C=CC2)C 2-[1-[3-[3-[6-[8-(1,3-benzothiazol-2-ylcarbamoyl)-3,4-dihydro-1H-isoquinolin-2-yl]-2-tert-butoxycarbonyl-3-pyridyl]-2-methyl-phenoxy]propyl]-4-piperidyl]acetic acid